N=1C=CN2C1C=CC(=C2)C2=CNC=1N=C(N=CC12)N[C@H](COC)C (S)-5-(imidazo[1,2-a]pyridin-6-yl)-N-(1-methoxypropan-2-yl)-7H-pyrrolo[2,3-d]pyrimidin-2-amine